CS(=O)(=O)O[C@@H]1[C@@H](C1)CO[Si](C1=CC=CC=C1)(C1=CC=CC=C1)C(C)(C)C ((1S,2S)-2-(((tert-butyldiphenylsilyl) oxy) methyl) cyclopropyl) methylsulfonate